N1CCC(CC1)C=1C=C(C#N)C=CC1 3-(4-piperidyl)benzonitrile